C1(CC1)S(=O)(=O)NC=1SC=C(N1)CC(=O)NC1=CC=C(C=C1)C=1C(=NC=CC1)C 2-(2-(cyclopropanesulfonylamino)thiazol-4-yl)-N-(4-(2-methylpyridin-3-yl)phenyl)acetamide